ethyl 3-(2-((4-((S)-2-(4-chloro-2-fluorophenyl)-2-methylbenzo[d][1,3]dioxol-4-yl)piperidin-1-yl) methyl)-1-(((S)-oxetan-2-yl)methyl)-1H-imidazol-5-yl)-2-methylpropanoate ClC1=CC(=C(C=C1)[C@@]1(OC2=C(O1)C=CC=C2C2CCN(CC2)CC=2N(C(=CN2)CC(C(=O)OCC)C)C[C@H]2OCC2)C)F